(l-1-bromoundecyl)thioacetate BrC(CCCCCCCCCC)OC(C)=S